[6-chloro-7-fluoro-4-(4-piperidyl)-1H-indol-2-yl]-[4-(5-fluoro-3-methoxy-2-pyridyl)piperazin-1-yl]methanone ClC1=CC(=C2C=C(NC2=C1F)C(=O)N1CCN(CC1)C1=NC=C(C=C1OC)F)C1CCNCC1